C(N)(=O)C=1C=C(C=NC1)OC(=O)N1CCC2(CCN(C2C=2C=NC=C(C2)C(N)=O)CC2=CC(=CC(=C2)C(F)(F)F)Cl)CC1 5-carbamoyl-pyridin-3-yl-2-(3-chloro-5-(trifluoromethyl)benzyl)-2,8-diazaspiro[4.5]decane-8-carboxylic acid 5-carbamoyl-pyridin-3-yl ester